N1[C@H](CCC1)COCC1=NN2C(CN(CC2)C2=NC=C(C=N2)C(F)(F)F)=N1 (R)-2-((pyrrolidin-2-ylmethoxy)methyl)-7-(5-(trifluoromethyl)pyrimidin-2-yl)-5,6,7,8-tetrahydro-[1,2,4]triazolo[1,5-a]pyrazine